N'-(4-methylphenyl)-4-pyridineformylhydrazine tert-butyl-4-methoxy-3,4-dimethylpiperidine-1-carboxylate C(C)(C)(C)OC(=O)N1CC(C(CC1)(C)OC)C.CC1=CC=C(C=C1)NNC(=O)C1=CC=NC=C1